C(C)(C)NC1=NC(=NC(=N1)C1=NC(=CC=C1)C(F)(F)F)NC1=CC(=NC=C1)C(C#N)(C)C {4-[4-Isopropylamino-6-(6-trifluoromethyl-pyridin-2-yl)-[1,3,5]triazin-2-ylamino]-pyridin-2-yl}-2-methyl-propionitrile